(2S,4r)-1-[(2S)-2-(4-cyclopropyl-triazol-1-yl)-3,3-dimethyl-butyryl]-N-(2-ethyl-3-oxo-isoxazolidin-4-yl)-4-hydroxy-pyrrolidine-2-carboxamide C1(CC1)C=1N=NN(C1)[C@H](C(=O)N1[C@@H](C[C@H](C1)O)C(=O)NC1C(N(OC1)CC)=O)C(C)(C)C